5'-chloro-2'-hydroxy[1,1'-biphenyl]-3-carboxylic acid lithium salt [Li+].ClC=1C=CC(=C(C1)C1=CC(=CC=C1)C(=O)[O-])O